methyl (S)-2-amino-3-(4-hydroxyphenyl)-2-methylpropionate N[C@](C(=O)OC)(CC1=CC=C(C=C1)O)C